1-(4-(6-chloro-2-((1-cyclopropyl-piperidin-4-yl)methylamino)-8-fluoro-7-(2-fluoro-6-hydroxyphenyl)quinazolin-4-yl)piperazin-1-yl)prop-2-en-1-one ClC=1C=C2C(=NC(=NC2=C(C1C1=C(C=CC=C1O)F)F)NCC1CCN(CC1)C1CC1)N1CCN(CC1)C(C=C)=O